6-(3-tert-butyl-4-methyl-piperazin-1-yl)-1-[3-chloro-4-(trifluoromethoxy)phenyl]-2-ethynyl-benzimidazole C(C)(C)(C)C1CN(CCN1C)C=1C=CC2=C(N(C(=N2)C#C)C2=CC(=C(C=C2)OC(F)(F)F)Cl)C1